3-allyloxy-1,5-pentanediol C(C=C)OC(CCO)CCO